4,4,6-trimethyl-oxepan-2-one CC1(CC(OCC(C1)C)=O)C